ClC1=C(C=C2C=C(N=CC2=C1)NC(=O)C1C(C1)C1=CC=NC=C1)C1CCN(CC1)[C@]1(COC[C@H]1O)C N-(7-chloro-6-(1-((3S,4S)-4-hydroxy-3-methyltetrahydrofuran-3-yl)piperidin-4-yl)isoquinolin-3-yl)-2-(pyridin-4-yl)cyclopropane-1-carboxamide